O1N=C(C2=C1C=CC=C2)C2=C(C=CC=C2)[C@H](CC2=NC(=CC(=C2F)[Si](C)(C)C)C)N[S@@](=O)C(C)(C)C (S)-N-{(S)-1-[2-(benzo[d]isoxazol-3-yl)phenyl]-2-[3-fluoro-6-methyl-4-(trimethylsilyl)pyridine-2-yl]ethyl}-2-methylpropane-2-sulfinamide